Sodium Dioctyl Succinate C(CCC(=O)OCCCCCCCC)(=O)OCCCCCCCC.[Na]